2,2-difluoroacetic acid 2,2-difluoroacetyl ester FC(C(=O)OC(C(F)F)=O)F